C(#C)C=1SC=C(N1)NC(=O)N[C@@H](CO)C1=CC=C(C=C1)C1=CC(=CC=C1)N1CCCC1 (R)-1-(2-ethynylthiazol-4-yl)-3-(2-hydroxy-1-(3'-(pyrrolidin-1-yl)-[1,1'-biphenyl]-4-yl)-ethyl)-urea